tert-butyl (1R,2S,5S)-2-carbamoyl-3-azabicyclo[3.1.0]hexane-3-carboxylate C(N)(=O)[C@@H]1[C@@H]2C[C@@H]2CN1C(=O)OC(C)(C)C